(s)-3-methyl-2-oxopentanoate C[C@H](C(C(=O)[O-])=O)CC